5-((3-(4-(2-(4-((2-(1H-imidazol-1-yl)pyrimidin-4-yl)methoxy)phenyl)propan-2-yl)phenoxy)propyl)amino)-2-(2,6-dioxopiperidin-3-yl)isoindole-1,3-dione N1(C=NC=C1)C1=NC=CC(=N1)COC1=CC=C(C=C1)C(C)(C)C1=CC=C(OCCCNC=2C=C3C(N(C(C3=CC2)=O)C2C(NC(CC2)=O)=O)=O)C=C1